N,5-dimethyl-1H-benzo[d][1,2,3]triazole CN1N=NC2=C1C=CC(=C2)C